COC=1C(=CC(=C(C1)NCC1=CC=C(N=N1)N1C(NC(CC1)=O)=O)[N+](=O)[O-])NC1=NC=CC(=N1)C1=CN(C2=CC=CC=C12)C 1-(6-(((5-methoxy-4-((4-(1-methyl-1H-indol-3-yl)pyrimidin-2-yl)amino)-2-nitrophenyl)amino)methyl)pyridazin-3-yl)dihydropyrimidine-2,4(1H,3H)-dione